FC1(C(CC1)C(CC#N)=O)F 3-(2,2-difluorocyclobutyl)-3-oxopropanenitrile